BrC=1C(=C2C=CNC2=C(C1)C)COC1OCCCC1 5-bromo-7-methyl-4-(((tetrahydro-2H-pyran-2-yl)oxy)methyl)-1H-indole